1-chloro-4-fluoro-5-iodo-2-(trifluoromethyl)benzene ClC1=C(C=C(C(=C1)I)F)C(F)(F)F